C1(CC1)C([C@@H](C(=O)NC1=NC=C(C=N1)C=1C(=NNC1C)C)NC(=O)C=1N(N=CC1)CC)C1CC1 N-[(1S)-1-(dicyclopropylmethyl)-2-[[5-(3,5-dimethyl-1H-pyrazol-4-yl)pyrimidin-2-yl]amino]-2-oxo-ethyl]-2-ethyl-pyrazole-3-carboxamide